C1(CC1)C1=C(C(=NO1)C1=C(C=CC=C1Cl)Cl)C(=O)O[C@H]1[C@@H]2CN([C@H](C1)C2)C2=C(C=C(C(=O)O)C=C2)F 4-[(1S,4S,5R)-5-[5-cyclopropyl-3-(2,6-dichlorophenyl)-1,2-oxazole-4-carbonyloxy]-2-azabicyclo[2.2.1]heptan-2-yl]-3-fluorobenzoic acid